C(C1=CC=CC=C1)OCCCOCC[C@@H](C)N1N=CC(=C1)C1=NN(C2=CC=C(C=C12)O[Si](C)(C)C(C)(C)C)C1OCCCC1 [3-[1-[(1R)-3-(3-benzyloxypropoxy)-1-methyl-propyl]pyrazol-4-yl]-1-tetrahydropyran-2-yl-indazol-5-yl]oxy-tert-butyl-dimethyl-silane